N-(3-[2-[(3R)-3-hydroxybut-1-yn-1-yl]-6-(morpholin-4-yl)pyridin-4-yl]-4-methylphenyl)-2-(trifluoromethyl)pyridine-4-carboxamide O[C@@H](C#CC1=NC(=CC(=C1)C=1C=C(C=CC1C)NC(=O)C1=CC(=NC=C1)C(F)(F)F)N1CCOCC1)C